tetrazol-1-ium chloride [Cl-].[NH+]=1NN=NC1